CC1=C(C(=CC(=C1)CCCCC)CCCC)O 2-methyl-4-Pentyl-6-butylphenol